(S)-3-(4-(7-(2-(2-(2-azidoethoxy)ethoxy)ethoxy)naphthalen-1-yl)phenyl)-3-(2-(4-((4-methylpyridin-2-yl)amino)butanamido)acetamido)propanoic acid N(=[N+]=[N-])CCOCCOCCOC1=CC=C2C=CC=C(C2=C1)C1=CC=C(C=C1)[C@H](CC(=O)O)NC(CNC(CCCNC1=NC=CC(=C1)C)=O)=O